C(#N)OC1=CC=CC2=C(C=CC=C12)OC#N 1,5-dicyanooxynaphthalene